C(#N)C1=NC2=CC(=CC(=C2N=C1NC1=CC(=CC=C1)C#N)[C@@H](C)NC1=C(C(=O)O)C=CC=C1)C (R)-2-((1-(2-cyano-3-((3-cyanophenyl)amino)-7-methylquinoxalin-5-yl)-ethyl)amino)benzoic acid